7,8-dihydroquinolin N1=CC=CC=2C=CCCC12